(4R)-5,7-difluorochromen-4-ol FC1=C2C(=CCOC2=CC(=C1)F)O